FC1=C(C=CC=C1OC)C=1C(=C2C(=NC(=NN2C1)C=1N(C=CN1)C)N[C@H]1C[C@@H](CC1)OC)C1=NC=CC=C1 |r| Rac-6-(2-fluoro-3-methoxyphenyl)-N-((1r,3r)-3-methoxycyclopentyl)-2-(1-methyl-1H-imidazol-2-yl)-5-(pyridin-2-yl)pyrrolo[2,1-f][1,2,4]triazin-4-amine